bis-(p-toluenesulfonyl)benzene CC1=CC=C(C=C1)S(=O)(=O)C1=C(C=CC=C1)S(=O)(=O)C1=CC=C(C)C=C1